C(C)(C)OC([C@@](CC(C)(C)C)(C1=CC=C(C=C1)C1=NN(N=C1Br)C1CC1)N)=O (R)-2-amino-2-(4-(5-bromo-2-cyclopropyl-2H-1,2,3-triazol-4-yl)phenyl)-4,4-dimethylpentanoic acid isopropyl ester